The molecule is a member of the class of psoralens that is xanthotoxin substituted by a hydroxy group at position 5. It has a role as a metabolite. It derives from a methoxsalen. It is a conjugate acid of a 5-hydroxyxanthotoxin(1-). COC1=C2C(=C(C3=C1OC=C3)O)C=CC(=O)O2